3-benzoyl-7-diethylaminocoumarin C(C1=CC=CC=C1)(=O)C=1C(OC2=CC(=CC=C2C1)N(CC)CC)=O